(6-(tetrahydrofuran-2-yl)-5-(trifluoromethyl)pyridin-3-yl)carbamic acid tert-butyl ester C(C)(C)(C)OC(NC=1C=NC(=C(C1)C(F)(F)F)C1OCCC1)=O